cyclobutane-1-carboxamide C1(CCC1)C(=O)N